[Mo](=S)(=S)=S.[Na] sodium molybdenum trisulfide